NC1=CC=C(C=N1)OC1=CC=C(C=C1)NC(=O)NC1=CC(=CC=C1)C(F)(F)F 1-(4-((6-aminopyridin-3-yl)oxy)phenyl)-3-(3-trifluoromethylphenyl)urea